(6S,8R)-N-(6-(2H-1,2,3-triazol-2-yl)-5-(trifluoromethyl)pyridin-3-yl)-2-chloro-8-methyl-8-(trifluoromethyl)-7,8-dihydro-6H-cyclopenta[e]pyrazolo[1,5-a]pyrimidine-6-carboxamide N=1N(N=CC1)C1=C(C=C(C=N1)NC(=O)[C@H]1C[C@](C2=C1C=NC=1N2N=C(C1)Cl)(C(F)(F)F)C)C(F)(F)F